C(C)N1C=2N(C(N=C(C2N=C1CC#N)N1[C@H](CN([C@@H](C1)C)C(C)C1=CC2=C(OC(O2)(C)CC)C=C1)C)=O)C 2-(9-ethyl-6-((2S,5R)-4-(1-(2-ethyl-2-methylbenzo[d][1,3]dioxol-5-yl)ethyl)-2,5-dimethylpiperazin-1-yl)-3-methyl-2-oxo-3,9-dihydro-2H-purin-8-yl)acetonitrile